C(=O)(O)CN1C=2C=CC=CC2C(C2=CC=CC=C12)=O 10-carboxymethyl-9-acridanone